O1C(=CC=C1)C=1C=C(C=O)C=CC1 3-(furan-2-yl)benzaldehyde